(3S,4S)-benzyl 3-(5-(4-amino-5-(trifluoromethyl)pyrrolo[2,1-f][1,2,4]triazin-7-yl)-2-methylnicotinamido)-4-methylpyrrolidine-1-carboxylate NC1=NC=NN2C1=C(C=C2C=2C=NC(=C(C(=O)N[C@@H]1CN(C[C@@H]1C)C(=O)OCC1=CC=CC=C1)C2)C)C(F)(F)F